C(N)(OC=1N=C(C2=C(N1)C=NN2CC=2C=NC(=CC2)C2CCN(CC2)C2CCOCC2)N[C@H](CCO)CCC)=O (S)-(7-((1-hydroxyhex-3-yl) amino)-1-((6-(1-(tetrahydro-2H-pyran-4-yl) piperidin-4-yl) pyridin-3-yl) methyl)-1H-pyrazolo[4,3-d]pyrimidin-5-yl) carbamate